C(CC(C)C)C(C(=O)O)CCCCCCCCCC.C(CCCCCCCCCCC)(=O)OCCC(C)C isoamyl laurate (isoamyl laurate)